OCCCN1C(C(NC2=CC(=CC=C12)C)=O)=O 1-(3-hydroxypropyl)-6-methyl-1,4-dihydroquinoxaline-2,3-dione